CC1=NC(=CC=C1S(=O)(=O)N1[C@H]2CC(C[C@@H]1CC2)NCC2(COC2)C)C(F)(F)F (1R,3r,5S)-8-((2-Methyl-6-(trifluoromethyl)pyridin-3-yl)sulfonyl)-N-((3-methyloxetan-3-yl)methyl)-8-azabicyclo[3.2.1]octan-3-amine